5-(3-(3-fluoro-4-hydroxyphenyl)-4,4-dimethyl-5-oxo-2-thioxoimidazolidin-1-yl)-3-(trifluoromethyl)pyridinecarbonitrile FC=1C=C(C=CC1O)N1C(N(C(C1(C)C)=O)C=1C=C(C(=NC1)C#N)C(F)(F)F)=S